C=CCCCCCCCCC undecaene